(4-(5-(tert-butyl)-1,2,4-oxadiazol-3-yl)phenyl)(4-(5-methoxyoxazolo[4,5-b]pyridin-2-yl)piperazin-1-yl)methanone C(C)(C)(C)C1=NC(=NO1)C1=CC=C(C=C1)C(=O)N1CCN(CC1)C=1OC=2C(=NC(=CC2)OC)N1